COC(=O)C1=NN(C=C1C(C)C)COCC[Si](C)(C)C.C(C)(C)C=1C(=NNC1)C(=O)OC methyl 4-isopropyl-1H-pyrazole-3-carboxylate Methyl-4-isopropyl-1-((2-(trimethylsilyl)ethoxy)methyl)-1H-pyrazole-3-carboxylate